NC=1C2=C(N=CN1)N(C=C2)[C@@H]2O[C@@H]([C@H]([C@H]2O)O)[C@@H]2OCCC1=C(C(=CC=C21)Cl)F (2R,3R,4S,5S)-2-(4-amino-7H-pyrrolo[2,3-d]pyrimidin-7-yl)-5-((R)-6-chloro-5-fluoroisochroman-1-yl)tetrahydrofuran-3,4-diol